2-Ethyl-1-butanol C(C)C(CO)CC